(S)-N-(4-cyclobutyl-1-methyl-3-(4-(2,2,2-trifluoroethoxy)phenyl)-1H-pyrazol-5-yl)-2-(2,2,3,3-tetrafluorocyclobutyl)acetamide C1(CCC1)C=1C(=NN(C1NC(C[C@@H]1C(C(C1)(F)F)(F)F)=O)C)C1=CC=C(C=C1)OCC(F)(F)F